NC1=C(C(N(C(=N1)N1CCN(CC1)CCCN)C)=O)SC1=C(C(=CC=C1)Cl)Cl 6-Amino-2-(4-(3-aminopropyl)piperazin-1-yl)-5-((2,3-dichlorophenyl)thio)-3-methylpyrimidine-4(3H)-On